4-[3-[2,6-Dichloro-4-[3-(3-methoxy-3-methylazetidin-1-yl)azetidin-1-yl]benzoyl]-2,4-dihydro-1,3-benzoxazin-8-yl]-5-fluoro-2-(3-oxa-8-azabicyclo[3.2.1]octan-8-yl)benzoic acid ClC1=C(C(=O)N2COC3=C(C2)C=CC=C3C3=CC(=C(C(=O)O)C=C3F)N3C2COCC3CC2)C(=CC(=C1)N1CC(C1)N1CC(C1)(C)OC)Cl